C(#N)C1=C(C=C(C2=C1CCO2)C2=CC=C(C=C2)OC(F)(F)F)NC(=O)[C@H]2OC2 (S)-N-(4-cyano-7-(4-(trifluoromethoxy)phenyl)-2,3-dihydrobenzofuran-5-yl)oxirane-2-carboxamide